(4,6-dimethoxypyrimidin-2-yl)-6-fluoro-5-hydrazinobenzothiazol-2(3H)-one COC1=NC(=NC(=C1)OC)N1C(SC2=C1C=C(C(=C2)F)NN)=O